C(C(=C)C)(=O)CCC(C(S(=O)(=O)[O-])(F)F)F 4-methacryloyl-1,1,2-trifluorobutanesulfonate